C(C)(=O)OCC1=C(C(=CC=C1CC1=NC(CC2=CC(=C(C=C12)OCC1=CC=CC=C1)OC)([2H])[2H])OCC1=CC=CC=C1)OC 3-(benzyloxy)-6-((7-(benzyloxy)-6-methoxy-3,4-dihydroisoquinolin-1-yl-3,3-d2) methyl)-2-methoxybenzyl acetate